Selenium Zirconium oxide [O-2].[Zr+4].[Se+2].[O-2].[O-2]